O1CCN(CC1)C1CN(C1)C1=CC(=NC(=N1)C=1C=NC=CC1)NC1=NC=CC(=C1)OC(F)(F)F 6-(3-morpholinoazetidin-1-yl)-2-(pyridin-3-yl)-N-(4-(trifluoromethoxy)pyridin-2-yl)pyrimidin-4-amine